CN1CCCC2=CC=CC(=C12)C(=O)NC1CCC(CC1)NC1=CC(=NC(=C1)C(F)(F)F)C(F)(F)F 1-methyl-N-[(1s,4s)-4-{[2,6-bis(trifluoromethyl)pyridin-4-yl]amino}cyclohexyl]-1,2,3,4-tetrahydroquinoline-8-carboxamide